C(=C)N1CCOCC1 N-Vinylmorpholin